C(#N)NC1CC(C1)(C(=O)NC1=CC(=NN1)C1=CC=C(C=C1)C(F)(F)F)F (1r,3r)-3-(cyanoamino)-1-fluoro-N-{3-[4-(trifluoromethyl)phenyl]-1H-pyrazol-5-yl}cyclobutane-1-carboxamide